4,6-di-tertiary butyl-2,3-xylenol C(C)(C)(C)C1=C(C(=C(C(=C1)C(C)(C)C)O)C)C